C1(CC1)S(=O)(=O)N1N=CC(=C1)C1=NC=CC(=N1)C1(C=C(C(=CN1)C1=NC=C(C=C1)CC(F)(F)F)NC1CCC(CC1)CN(C)C)N 6'-(2-(1-(Cyclopropylsulfonyl)-1H-pyrazol-4-yl)pyrimidin-4-yl)-N4'-((1s,4s)-4-((dimethylamino)methyl)cyclohexyl)-5-(2,2,2-trifluoroethyl)-[2,3'-bipyridine]-4',6'-diamine